tert-butyl (6aR)-3-(2-amino-6-fluorophenyl)-4-chloro-1-((S)-2,4-dimethylpiperazin-1-yl)-12-oxo-6a,7,9,10-tetrahydro-12H-pyrazino[2,1-c]pyrido[3,4-f][1,4]oxazepine-8(6H)-carboxylate NC1=C(C(=CC=C1)F)C1=C(C2=C(C(N3[C@@H](CO2)CN(CC3)C(=O)OC(C)(C)C)=O)C(=N1)N1[C@H](CN(CC1)C)C)Cl